4-chloro-N-(5-chloro-4-((4-chlorophenyl)(cyano)methyl)-2-methylphenyl)-2-methoxybenzamide ClC1=CC(=C(C(=O)NC2=C(C=C(C(=C2)Cl)C(C#N)C2=CC=C(C=C2)Cl)C)C=C1)OC